N-(2-(1-(3-fluorophenyl)vinyl)phenyl)-4-methylbenzenesulfonamide FC=1C=C(C=CC1)C(=C)C1=C(C=CC=C1)NS(=O)(=O)C1=CC=C(C=C1)C